C(C)C(C(=O)N1CC2(CC2)C[C@H]1C(=O)N[C@@H](C[C@H]1C(NCC1)=O)C(COC(F)(F)F)=O)CC (S)-5-(2-ethylbutanoyl)-N-((S)-3-oxo-1-((S)-2-oxopyrrolidin-3-yl)-4-(trifluoromethoxy)butan-2-yl)-5-azaspiro[2.4]heptane-6-carboxamide